2-acetamido-N-(5-methylthiazol-2-yl)benzamide C(C)(=O)NC1=C(C(=O)NC=2SC(=CN2)C)C=CC=C1